C(C)(C)(C)OC(=O)N[C@@H]1CN(CCC1)C1=NC=C(C(=N1)NC1=CC(=NC(=C1)C(C)C)C1CCN(CC1)C(=O)OC(C)(C)C)C(N)=O tert-butyl (S)-4-(4-((2-(3-((tert-butoxycarbonyl)amino)piperidin-1-yl)-5-carbamoylpyrimidin-4-yl)amino)-6-isopropylpyridin-2-yl)piperidine-1-carboxylate